3-(4-bromophenyl)-5-(difluoromethyl)-1,3,4-oxadiazole BrC1=CC=C(C=C1)N1COC(=N1)C(F)F